(2S)-N-{1-cyano-2-[5-(3-methyl-2-oxo-1,3-benzoxazol-5-yl)-1-benzofuran-2-yl]ethyl}-1,4-oxazepane-2-carboxamide C(#N)C(CC=1OC2=C(C1)C=C(C=C2)C=2C=CC1=C(N(C(O1)=O)C)C2)NC(=O)[C@H]2OCCCNC2